ClC1=CC=C(C2=CC=CC=C12)F 1-chloro-4-fluoro-naphthalene